4-[5-(2-ethyl-5-fluoropyridin-4-yl)-1-{[2-(trimethylsilyl)ethoxy]methyl}pyrazole-3-carbonyl]-4-azaspiro[2.5]octane-7-carboxamide C(C)C1=NC=C(C(=C1)C1=CC(=NN1COCC[Si](C)(C)C)C(=O)N1C2(CC2)CC(CC1)C(=O)N)F